C(C1=CC=CC=C1)OCC(CO)(CO)CO 2-(benzyloxymethyl)-2-(hydroxymethyl)propane-1,3-diol